CN1CCC(CC1)C1=NN2C(C=C(C(=C2)C(=O)OCC)NC(=O)C2=NC(=CC=C2)C(F)(F)F)=C1 ethyl 2-(1-methyl-4-piperidyl)-5-[[6-(trifluoromethyl)pyridine-2-carbonyl]amino]pyrazolo[1,5-a]pyridine-6-carboxylate